OC1=C(C(=CC=C1)O[C@@H]1O[C@@H]([C@H]([C@@H]([C@H]1O)O)O)CO)C(\C=C\C1=CC=C(C=C1)OCC1=CC=CC=C1)=O (E)-1-[2-Hydroxy-6-[(2S,3R,4S,5S,6R)-3,4,5-trihydroxy-6-(hydroxymethyl)oxan-2-yl]oxyphenyl]-3-(4-phenylmethoxyphenyl)prop-2-en-1-one